1-(4-fluoro-2-hydroxyphenyl)ethane-1-one oxime FC1=CC(=C(C=C1)C(C)=NO)O